[Sn].C12=CC=C(N1)C=C1C=CC(=N1)C=C1C=CC(N1)=CC=1C=CC(N1)=C2 porphyrin tin